3-cyclopropyl-5-fluoro-4-{[3-fluoro-4-(morpholine-4-carbonyl)pyridin-2-yl]amino}-N-[imidazolidin-2-ylidene]benzamide C1(CC1)C=1C=C(C(=O)N=C2NCCN2)C=C(C1NC1=NC=CC(=C1F)C(=O)N1CCOCC1)F